3-bromo-2-(5-fluoropyridin-2-yl)-6-methyl-6-(trifluoromethyl)-6,7-dihydro-4H-pyrazolo[5,1-c][1,4]oxazine BrC=1C(=NN2C1COC(C2)(C(F)(F)F)C)C2=NC=C(C=C2)F